7-bromo-1-methyl-1,3-dihydro-2H-imidazo[4,5-c]pyridin-2-one BrC=1C2=C(C=NC1)NC(N2C)=O